12Z-eicosaenoic acid C(C=CCCCCCCCCCCCCCCCCC)(=O)O